C(C(C)C)C1=C(C(=C2N(C(CN(S2(=O)=O)CCC)C(=O)OC)C1=O)C1=CC(=CC=C1)C(F)(F)F)CC1=CC=CC2=CC=CC=C12 methyl 7-isobutyl-8-(naphthalen-1-ylmethyl)-6-oxo-2-propyl-9-(3-(trifluoromethyl)phenyl)-3,4-dihydro-2H,6H-pyrido[1,2-e][1,2,5]thiadiazine-4-carboxylate 1,1-dioxide